tert-butyl (S)-2-((((9H-fluoren-9-yl)methoxy)carbonyl)amino)-3-(3-(2-cyanoimidazo[1,2-a]pyrazin-6-yl)phenyl)propanoate C1=CC=CC=2C3=CC=CC=C3C(C12)COC(=O)N[C@H](C(=O)OC(C)(C)C)CC1=CC(=CC=C1)C=1N=CC=2N(C1)C=C(N2)C#N